BrC1=CC=C2C=CN=C(C2=C1)NCC1=CC=C(C=C1)OC 7-bromo-N-(4-methoxybenzyl)isoquinolin-1-amine